C(C)N1C(C[C@H](C1)CN1N=C2N=C(C=CC2=C1)C1=C(C=C(C=C1C)C(F)(F)F)O)=O (R)-1-ethyl-4-((6-(2-hydroxy-6-methyl-4-(trifluoromethyl)phenyl)-2H-pyrazolo[3,4-b]pyridin-2-yl)methyl)pyrrolidin-2-one